NC1=NC=2C=NC(=CC2C2=C1COC2)C(=O)N(CC)[C@@H](C=2N=NC(=CC2)C(F)(F)F)C2CC2 4-amino-N-((R)-cyclopropyl(6-(trifluoromethyl)-3-pyridazinyl)methyl)-N-ethyl-1,3-dihydrofuro[3,4-c][1,7]naphthyridine-8-carboxamide